4-chloro-1-(2,4-difluorophenyl)-7-methyl-pyrazolo[3,4-b]pyridin-6-one ClC=1C2=C(N(C(C1)=O)C)N(N=C2)C2=C(C=C(C=C2)F)F